NC[C@@H]1CN(CC1)C1=CC=C(N=N1)C1=C(C=C(C=C1Cl)Cl)O 2-[6-[(3R)-3-(aminomethyl)pyrrolidin-1-yl]pyridazin-3-yl]-3,5-dichloro-phenol